(S)-4-chlorophenyl 6-chloro-1-(4-hydroxyphenyl)-3,4-dihydro-1H-pyrido[3,4-b]indol-2(9H)-carboxylate ClC=1C=C2C3=C(NC2=CC1)[C@@H](N(CC3)C(=O)OC3=CC=C(C=C3)Cl)C3=CC=C(C=C3)O